3-(hydroxymethyl)-N-[4-[[4-[[2-(6-methyl-2-pyridyl)pyrimidin-4-yl]amino]pyrimidin-2-yl]amino]phenyl]azetidine-3-carboxamide OCC1(CNC1)C(=O)NC1=CC=C(C=C1)NC1=NC=CC(=N1)NC1=NC(=NC=C1)C1=NC(=CC=C1)C